N-(cis-1-acetyl-2-(((cis-4-(3-methoxyphenyl)cyclohexyl)oxy)-methyl)piperidin-3-yl)methanesulfonamide C(C)(=O)N1[C@H]([C@H](CCC1)NS(=O)(=O)C)CO[C@@H]1CC[C@@H](CC1)C1=CC(=CC=C1)OC